(1S,2R,3S)-N-[6-[4-((3R,4R)-4-fluoro-3-methyl-tetrahydrofuran-3-yl)piperazin-1-yl]-7-methyl-3-isoquinolyl]-2-methyl-3-(1-methylpyrazol-4-yl)cyclopropanecarboxamide F[C@@H]1[C@](COC1)(C)N1CCN(CC1)C=1C=C2C=C(N=CC2=CC1C)NC(=O)[C@H]1[C@@H]([C@@H]1C=1C=NN(C1)C)C